C1(=CC=CC=C1)[C@H]1C[C@H](CC1)C(=O)O cis-3-phenylcyclopentane-1-carboxylic acid